2-methyl-N1-(1-(2-(1-methyl-1H-pyrazol-4-yl)quinolin-4-yl)cyclopropyl)-N4-(thiazol-4-ylmethyl)terephthalamide CC1=C(C(=O)NC2(CC2)C2=CC(=NC3=CC=CC=C23)C=2C=NN(C2)C)C=CC(=C1)C(=O)NCC=1N=CSC1